ClC1=C(C(=CC=C1)F)N1CCC(CC1)N1C(NC=2C(C1C)=NN(C2)C2OCCCC2)=O 6-[1-(2-Chloro-6-fluoro-phenyl)-piperidin-4-yl]-7-methyl-2-(tetrahydro-pyran-2-yl)-2,4,6,7-tetrahydro-pyrazolo[4,3-d]pyrimidin-5-one